OCC[C@@H]1[C@@H](C[C@@]2(CCCN12)C(=O)OC(C)(C)C)CO tert-butyl (2R,3R,7aS)-3-(2-hydroxyethyl)-2-(hydroxymethyl)tetrahydro-1H-pyrrolizine-7a(5H)-carboxylate